N1CC(CC1)N1CCOCCC1 4-(pyrrolidin-3-yl)-1,4-oxazepane